1-(4-bromophenyl)-4-methoxypiperidine BrC1=CC=C(C=C1)N1CCC(CC1)OC